6-selenocyanohexanoamide [Se](C#N)CCCCCC(=O)N